C(C1=CC=CC=C1)OC1CC(N2N=C(N=C21)C(=O)OCC)C(CC)O ethyl 7-(benzyloxy)-5-(1-hydroxypropyl)-6,7-dihydro-5H-pyrrolo[1,2-b][1,2,4]triazole-2-carboxylate